N-[4-(3-cyanophenyl)-5-(2,6-dimethyl-4-pyridinyl)thiazol-2-yl]-3-oxo-2,9-diazaspiro[5.5]undecane-9-carboxamide C(#N)C=1C=C(C=CC1)C=1N=C(SC1C1=CC(=NC(=C1)C)C)NC(=O)N1CCC2(CCC(NC2)=O)CC1